CN1C(=NN=C1COC1=NC=CC(=C1)C(F)(F)F)[C@@H]1CC[C@H](CC1)C=1C=NN(C1)[C@@H]1CC[C@H](CC1)N1CC2(CCO2)C1 6-(trans-4-(4-(trans-4-(4-methyl-5-(((4-(trifluoromethyl)pyridin-2-yl)oxy)methyl)-4H-1,2,4-triazol-3-yl)cyclohexyl)-1H-pyrazol-1-yl)cyclohexyl)-1-oxa-6-azaspiro[3.3]heptane